2-(1-(1-oxo-1,2-dihydroisoquinolin-4-yl)ethylamino)ethylsulfonamide O=C1NC=C(C2=CC=CC=C12)C(C)NCCS(=O)(=O)N